ClC=1C=C(C=CC1C#N)C1=NN(C=C1)C[C@H](C)NC(=O)C1=NNC(=C1)C(C)O N-[(1S)-2-[3-(3-chloro-4-cyanophenyl)-1H-pyrazol-1-yl]-1-methylethyl]-5-(1-hydroxyethyl)-1H-pyrazole-3-carboxamide